CN(C(=O)[C@@H]1CC12CCN(CC2)C(=O)OC(C(F)(F)F)C(F)(F)F)C=2C=NC=CC2 |r| 1,1,1,3,3,3-hexafluoro-propan-2-yl (±)-1-(methyl-(pyridin-3-yl)-carbamoyl)-6-azaspiro[2.5]-octane-6-carboxylate